5-[(1r,4r)-4-formylcyclohexyl]1,3,4-thiadiazole C(=O)C1CCC(CC1)C1=NN=CS1